ClC1=CC(=C(C=N1)NC(=O)C1(CN(C1)C(=O)NCCOC)C1=C(C=CC=C1)C(C)C)OC N3-(6-chloro-4-methoxypyridin-3-yl)-3-(2-isopropylphenyl)-N1-(2-methoxyethyl)azetidine-1,3-dicarboxamide